1,4-bis(3,5-dicarboxyphenyl)-2,3,5,6-tetramethoxybenzene C(=O)(O)C=1C=C(C=C(C1)C(=O)O)C1=C(C(=C(C(=C1OC)OC)C1=CC(=CC(=C1)C(=O)O)C(=O)O)OC)OC